2-(2-methylpyridin-4-yl)-N-(tetrahydro-2H-pyran-4-yl)-3-(trifluoromethyl)-1H-pyrrolo[3,2-c]pyridin-6-amine CC1=NC=CC(=C1)C1=C(C=2C=NC(=CC2N1)NC1CCOCC1)C(F)(F)F